C([C@H]([C@H]([C@H]([C@H](C=O)O)O)O)O)OP(=O)(O)O The molecule is an allose phosphate consisting of D-allose having a monophosphate group at the 6-position. It has a role as an Escherichia coli metabolite. It derives from a D-allose. It is a conjugate acid of a D-allose 6-phosphate(2-).